N1CC(C1)NC=1C=CC(=C(C(=O)N[C@H](C)C2=CC(=CC=C2)C=2SC(=CC2C)CN[C@@H]2C[C@@H](CC2)O)C1)C 5-(azetidin-3-ylamino)-N-((R)-1-(3-(5-((((1S,3R)-3-hydroxycyclopentyl)amino)methyl)-3-methylthiophen-2-yl)phenyl)ethyl)-2-methylbenzamide